C(C)(C)(C)OC(=O)N1CCC(CC1)OC=1C=C2C(=NC=NC2=CC1)NC1=C(C=C(C=C1)OC1=NN(C=C1)C=1C=NC(=CC1)C)F tertiary Butyl-4-((4-((2-Fluoro-4-((1-(6-methylpyridin-3-yl)-1H-pyrazol-3-yl)oxy)phenyl)amino) Quinazolin-6-yl)oxy)piperidine-1-carboxylate